(4,6-dichloro-5-(2-(difluoromethoxy)phenyl)-1H-benzo[d]Imidazol-2-yl)(4-(ethylsulfonyl)phenyl)methylamine ClC1=C(C(=CC=2NC(=NC21)NCC2=CC=C(C=C2)S(=O)(=O)CC)Cl)C2=C(C=CC=C2)OC(F)F